1-ACETYLCYCLOPROPANECARBOXYLIC ACID C(C)(=O)C1(CC1)C(=O)O